C(CC)(=O)ON1C(C(C(C1=O)C(CCCN1C(C=CC1=O)=O)=O)=O)=O maleimidobutyryl-oxosuccinimidyl propionate